1-(4-amino-5-bromo-8-methyl-8,9-dihydropyrazino[1',2':1,5]pyrrolo[2,3-d]pyrimidin-7(6H)-yl)-2-fluoroprop-2-en-1-one NC=1C2=C(N=CN1)N1C(=C2Br)CN(C(C1)C)C(C(=C)F)=O